FC(CCCOC=1C=C(C(=CC1)C(=O)OC)C(=O)OC)(COS(=O)(=O)C(F)(F)F)F Dimethyl 4-[4,4-difluoro-5-(trifluoromethylsulfonyloxy)pentoxy]benzene-1,2-dicarboxylate